4-cyclohexanedimethanol dicyanoacetate C(#N)C(C(=O)OCC1CCC(CC1)CO)C#N